C(C)(C)(C)NN(C1=C(C=C(C=C1C)C(F)(F)F)C)C(CBr)=O tert-butyl-2-(2-bromoacetyl)-2-[2,6-dimethyl-4-(trifluoromethyl)phenyl]hydrazine